C1(CCC1)[Bi]1O[Bi](O[Bi](O1)C1CCC1)C1CCC1 2,4,6-tricyclobutyl-1,3,5,2,4,6-trioxatribismane